5-(2-fluoro-6-hydroxyphenyl)-3-(4-((R)-hexahydropyrazino[2,1-c][1,4]oxazin-8(1H)-yl)-3-hydroxyphenyl)-1-(tetrahydro-2H-pyran-2-yl)-1H-indazole-6-carbaldehyde FC1=C(C(=CC=C1)O)C=1C=C2C(=NN(C2=CC1C=O)C1OCCCC1)C1=CC(=C(C=C1)N1C[C@@H]2COCCN2CC1)O